(2,2'-bipyridine) ruthenium (II) hexafluorophosphate F[P-](F)(F)(F)(F)F.[Ru+2].N1=C(C=CC=C1)C1=NC=CC=C1.F[P-](F)(F)(F)(F)F